COC(C=O)OC 2,2-dimethoxyethanal